2,2'-bis(o-fluorophenyl)-4,4',5,5'-tetraphenyl-biimidazole FC1=C(C=CC=C1)C1(N=C(C(=N1)C1=CC=CC=C1)C1=CC=CC=C1)C1(N=C(C(=N1)C1=CC=CC=C1)C1=CC=CC=C1)C1=C(C=CC=C1)F